C(C)(=O)N1CCN(CC1)C1=C(C=C(C(=C1)OC)NC1=NC=NC(=C1)N1OCC[C@@H]1C=1C=C(C=CC1)C1=CC(=CC(=C1)F)F)NC(C=C)=O (R)-N-(2-(4-acetyl-piperazin-1-yl)-5-((6-(3-(3',5'-difluoro-[1,1'-biphenyl]-3-yl)-isoxazolidin-2-yl)-pyrimidin-4-yl)-amino)-4-meth-oxyphenyl)acryl-amide